3-(6-((2-chlorophenyl)thio)benzo[d]thiazol-2-yl)-8-methoxy-2-thioxo-2,3-dihydro-4H-pyrido[2,3-e][1,3]oxazin-4-one ClC1=C(C=CC=C1)SC1=CC2=C(N=C(S2)N2C(OC3=C(C2=O)N=CC=C3OC)=S)C=C1